(R)-N-(8,9-difluoro-6-oxo-1,4,5,6-tetrahydro-2H-pyrano[3,4-c]isoquinolin-1-yl)-7-fluoro-N-methyl-1H-indole-2-carboxamide FC=1C(=CC=2C3=C(NC(C2C1)=O)COC[C@@H]3N(C(=O)C=3NC1=C(C=CC=C1C3)F)C)F